ClC1=NC=C(C=N1)C(=O)NC1(CC1)CC1CCC(CC1)C1=CC=NC2=CC=C(C=C12)F 2-chloro-N-(1-((4-(6-fluoroquinolin-4-yl)cyclohexyl)methyl)cyclopropyl)pyrimidine-5-carboxamide